C1(CC1)C1=NC(=C(C=C1C#N)C#N)NC=1C(=NC=CC1)C 2-cyclopropyl-6-((2-methylpyridin-3-yl)amino)pyridine-3,5-dicarbonitrile